CC1=NN(C2=C3C(=C(C=C12)O)C=CC=C3)CCC3=CC=C(C=C3)C 3-methyl-1-(4-methylphenylethyl)-1H-benzo[g]indazol-5-ol